ClC1=C(N)C=C(C=C1CC1=CC(=C(C(=C1)F)OC)F)C 2-chloro-3-(3,5-difluoro-4-methoxybenzyl)-5-methyl-aniline